tert-butyl (7-(5-bromo-2-fluoropyridin-3-yl)-[1,2,4]triazolo[1,5-a]pyridin-2-yl)(tert-butoxycarbonyl)carbamate BrC=1C=C(C(=NC1)F)C1=CC=2N(C=C1)N=C(N2)N(C(OC(C)(C)C)=O)C(=O)OC(C)(C)C